C(#C)C1=NN(C=N1)C 3-ethynyl-1-methyl-1H-1,2,4-triazole